CC=1C=CC2=C(C=CC(O2)=O)C1 6-methyl-2H-1-benzopyran-2-one